N2-[2-(1H-indol-3-yl)ethyl]-6-methyl-N4-(2-methyl-1H-indol-5-yl)pyrimidine-2,4-diamine N1C=C(C2=CC=CC=C12)CCNC1=NC(=CC(=N1)NC=1C=C2C=C(NC2=CC1)C)C